(2-(pyridin-2-yl)phenyl)methanamine N1=C(C=CC=C1)C1=C(C=CC=C1)CN